C(C)(C)(C)OC(=O)NC(COC=1C=CC(=C(C(=O)OC)C1)C)C Methyl 5-(2-((tert-butoxycarbonyl)amino)propoxy)-2-methylbenzoate